2-((4-((2-(dimethylamino)ethyl)(methyl)amino)-2-methoxy-5-nitrophenyl)amino)pyrimidine-5-carboxylic acid isopropyl ester C(C)(C)OC(=O)C=1C=NC(=NC1)NC1=C(C=C(C(=C1)[N+](=O)[O-])N(C)CCN(C)C)OC